C1(=CC=CC=2C3=CC=CC=C3CC12)COC(=O)N[C@@H](CC1=CC=C(C=C1)O)C(=O)O N-fluorenylmethoxycarbonyl-L-tyrosine